tert-butyl rac-3-[[(1S,3R)-3-(hydroxymethyl)-2,2-dimethyl-cyclopropyl]methoxy]propanoate OC[C@H]1C([C@H]1COCCC(=O)OC(C)(C)C)(C)C |r|